(S)-4-(6-(1,4-dimethyl-1H-pyrazol-5-yl)-2-(1H-pyrrolo[2,3-b]pyridin-4-yl)pyrido[3,2-d]pyrimidin-4-yl)-3-methylmorpholine CN1N=CC(=C1C=1C=CC=2N=C(N=C(C2N1)N1[C@H](COCC1)C)C1=C2C(=NC=C1)NC=C2)C